C(C)(C)(C)OC(=O)N1C[C@@H](N([C@H](C1)C)C=1C=NC(=CC1)N)C (3S,5S)-4-(6-aminopyridin-3-yl)-3,5-dimethylpiperazine-1-carboxylic acid tert-butyl ester